C(C)(C)(C)C1=C(SC(=C1)C1=C(C=CC=C1)C)S(=O)(=O)N tert-Butyl-5-(o-tolyl)thiophene-2-sulfonamide